[N+](=O)([O-])C1=C(C=C(C=C1)N1NC=CN1)O 2-nitro-5-(1H-1,2,3-triazol-2-yl)phenol